1-amino-5-(((3R,5S)-1-(tert-butoxycarbonyl)-5-methylpyrrolidin-3-yl)oxy)-2-((triethylsilyl)ethynyl)pyrazin-1-ium 2,4,6-trimethylbenzenesulfonate CC1=C(C(=CC(=C1)C)C)S(=O)(=O)[O-].N[N+]1=C(C=NC(=C1)O[C@H]1CN([C@H](C1)C)C(=O)OC(C)(C)C)C#C[Si](CC)(CC)CC